BrC=1C(=NN2C1C(NCC2CN(C)C)=O)C2=CC=NC=C2 3-bromo-7-[(dimethylamino)methyl]-2-(pyridin-4-yl)-5H,6H,7H-pyrazolo[1,5-a]pyrazin-4-one